ClC=1C2=C(N=C(N1)F)N(C=C2C2=NC=CC=N2)C 4-chloro-2-fluoro-7-methyl-5-(pyrimidin-2-yl)-7H-pyrrolo[2,3-d]pyrimidine